C(C)O.C(C)O.[Ti] titanium diethanol